BrC1=NC(=CC(=C1)OCC1OC(OC1)(C)C)S(=O)(=O)C 2-bromo-4-((2,2-dimethyl-1,3-dioxolan-4-yl)methoxy)-6-(methylsulfonyl)pyridine